C1(=CC=C(C=C1)OCC)O phenetyl alcohol